CCCCCCCCC=CCCCCCCCC(=O)OCC(COP(=O)(O)O)OC(=O)CCCCCCCC=CCCCCCCCC The molecule is a phosphatidic acid (36:2) in which both acyl groups are specified as octadec-9-enoyl. It has a role as a mouse metabolite and a rat metabolite.